FC1=C(C(=C(C(=C1C#N)Cl)Cl)Cl)F difluorotrichlorobenzonitrile